FC1(CC2(CC3(CCCN3C2)CO)C1)F (3,3-difluorodihydro-1'h,3'h-spiro[cyclobutane-1,2'-pyrrolizine]-7a'(5'h)-yl)methanol